IC1=NN(C=C1C)C 3-iodo-1,4-dimethyl-1H-pyrazole